3-bromo-5-methylbenzotrifluoride BrC=1C=C(C=C(C1)C)C(F)(F)F